copper-zinc-cerium water O.[Ce].[Zn].[Cu]